[7-bromo-3-(2,2-difluoroethyl)-2-methyl-5-nitroindazol-6-yl](2-chloro-5-fluorophenyl)methanone BrC1=C(C(=CC2=C(N(N=C12)C)CC(F)F)[N+](=O)[O-])C(=O)C1=C(C=CC(=C1)F)Cl